C(CC)NCCOC1=CC=C(C(=O)O)C=C1 4-(2-(propylamino)ethoxy)benzoic acid